BrC(=CCC(F)(F)F)Cl bromotrifluorochlorobutene